C1(=CC=CC=C1)N(N)C(=O)C1=NC=CC=C1 N'-phenyl-2-pyridineformylhydrazine